BrC=1C(=C(C(=O)NC=2C=C3C(=NNC3=CC2)C=2C=NN(C2)C(F)F)C(=CC1)C)F 3-Bromo-N-(3-(1-(difluoromethyl)-1H-pyrazol-4-yl)-1H-indazol-5-yl)-2-fluoro-6-methylbenzamide